2-[3-(5-chloro-2,4-difluoro-phenyl)-1H-pyrazol-4-yl]-7-(4,5,6,7-tetrahydro-2H-pyrazolo[3,4-c]pyridin-3-yl)-1,5-naphthyridine ClC=1C(=CC(=C(C1)C1=NNC=C1C1=NC2=CC(=CN=C2C=C1)C=1NN=C2CNCCC21)F)F